CC1=C(C=C(C=C1)C)CC(=O)NC1=CN(C(C=C1)=O)C1=CC(=CC=C1)F 2-(2,5-dimethylphenyl)-N-(1-(3-fluorophenyl)-6-oxo-1,6-dihydropyridin-3-yl)acetamide